N1C(=NC2=C1C=CC=C2)C2=CC(=NN2)NC(C2=CC(=C(C=C2)OCCO)C#N)=O N-[5-(1H-benzimidazol-2-yl)-1H-pyrazol-3-yl]-3-cyano-4-(2-hydroxyethoxy)benzamide